C1(CC1)C1=NN(C(=C1)C(F)(F)F)CC(=O)N1[C@@H]([C@@H](CC1)N1CCN(CC1)C(C)=O)C1=C(C(=CC(=C1)F)C)Cl 2-[3-Cyclopropyl-5-(trifluoromethyl)pyrazol-1-yl]-1-[(2R,3R)-3-(4-acetylpiperazin-1-yl)-2-(2-chloro-5-fluoro-3-methyl-phenyl)pyrrolidin-1-yl]ethanone